tert-butyl N-[2-[4-chloro-2-[[2-(2,6-dioxo-3-piperidyl)-1-oxo-isoindolin-5-yl]methylcarbamoylamino]phenyl]ethyl]carbamate ClC1=CC(=C(C=C1)CCNC(OC(C)(C)C)=O)NC(NCC=1C=C2CN(C(C2=CC1)=O)C1C(NC(CC1)=O)=O)=O